tert-Butyl (6-chloropyridin-2-yl)methylcarbamate ClC1=CC=CC(=N1)CNC(OC(C)(C)C)=O